CC(COC=1C=CC(=NC1)[C@H](C)N)CCC (1S)-1-(5-((2-methylpentyl)oxy)pyridin-2-yl)ethan-1-amine